ClC=1C(=NC(=NC1)NC=1C=CC2=CN(N=C2C1)C)C=1C=NN(C1)S(=O)(=O)C N-(5-chloro-4-(1-(methylsulfonyl)-1H-pyrazol-4-yl)pyrimidin-2-yl)-2-methyl-2H-indazol-6-amine